C(CCCCCCC\C=C/C\C=C/CCCCC)(=O)OCC(COC(CCC(OCCCCCCCC)OCCCCCCCC)=O)COC(=O)OCCCN(CC)CC (9Z,12Z)-3-((4,4-bis(octyloxy)butanoyl) oxy)-2-((((3-(diethylamino) propoxy)carbonyl)oxy) methyl)propyl octadeca-9,12-dienoate